1-methyl-N-(3-(pyrazolo[1,5-a]pyridin-5-yl)-1H-pyrrolo[2,3-b]pyridin-5-yl)piperidine-4-carboxamide CN1CCC(CC1)C(=O)NC=1C=C2C(=NC1)NC=C2C2=CC=1N(C=C2)N=CC1